N1-(4-chlorophenyl)-N2-(5-(1-(3-cyanophenyl)-3-cyclopropyl-1-((R)-1,1-dimethylethylsulphinamido)propyl)-2-fluorophenyl)-4-methoxy-N1-methylpyrrolidine-1,2-dicarboxamide ClC1=CC=C(C=C1)N(C(=O)N1C(CC(C1)OC)C(=O)NC1=C(C=CC(=C1)C(CCC1CC1)(N[S@](=O)C(C)(C)C)C1=CC(=CC=C1)C#N)F)C